tert-butyl N-methyl-N-[3-(trifluoromethyl)-4,5,6,7-tetrahydro-2-benzothiophen-5-yl]carbamate CN(C(OC(C)(C)C)=O)C1CC=2C(=CSC2C(F)(F)F)CC1